(S)-2-(((tert-Butyldimethylsilyl)oxy)methyl)-1-(5-methoxy-2-nitro-4-((triisopropylsilyl)oxy)benzoyl)-1,2,3,6-tetrahydropyridin-4-yl trifluoromethanesulfonate FC(S(=O)(=O)OC=1C[C@H](N(CC1)C(C1=C(C=C(C(=C1)OC)O[Si](C(C)C)(C(C)C)C(C)C)[N+](=O)[O-])=O)CO[Si](C)(C)C(C)(C)C)(F)F